C(=O)(OC(C)(C)C)C(CBr)N Boc-2-Aminoethyl Bromide